2-[6-[[5-(trifluoromethyl)-3-pyridinyl]methyl]-2-azaspiro[3.3]heptane-2-carbonyl]-8-oxa-2,5-diazaspiro[3.5]nonan-6-one FC(C=1C=C(C=NC1)CC1CC2(CN(C2)C(=O)N2CC3(C2)NC(COC3)=O)C1)(F)F